CC1=NC(=NO1)C1=CC=C2C=CN=C(C2=C1)NCCN1C=CC=2CCN(CC2C1=O)C(=O)OCCC Propyl 7-(2-{[7-(5-methyl-1,2,4-oxadiazol-3-yl)isoquinolin-1-yl]amino}ethyl)-8-oxo-1,2,3,4,7,8-hexahydro-2,7-naphthyridine-2-carboxylate